3-(1-(2-chlorophenyl)cyclopropyl)-5-(5-(difluoromethyl)-1-(2-(methylsulfonyl)ethyl)-1H-pyrazol-3-yl)-1,2,4-oxadiazole ClC1=C(C=CC=C1)C1(CC1)C1=NOC(=N1)C1=NN(C(=C1)C(F)F)CCS(=O)(=O)C